C(C)(C)C=1C(=NNC1C=1C=C(C=2N(C1)N=CN2)C)C2=NC=C(C=C2)C2CCNCC2 6-(4-isopropyl-3-(5-(piperidin-4-yl)pyridin-2-yl)-1H-pyrazol-5-yl)-8-methyl-[1,2,4]triazolo[1,5-a]pyridine